C[Sn](C1=CC=C([Se]1)C=1[Se]C(=CC1)[Sn](C)(C)C)(C)C 5,5'-bis(trimethylstannyl)-2,2'-biselenophene